COC(=CC1=CC=C(C=C1)OC)C 2,4-dimethoxypropenylbenzene